C(C)(C)(C)OC(=O)NCCCCC(=O)O 5-(tert-butoxycarbonylamino)pentanoic acid